CC=1C=C(C2=C(SC3=C2N=CN=C3C3CCNCC3)N1)C 7,9-dimethyl-4-(piperidin-4-yl)pyrido[3',2':4,5]thieno[3,2-d]pyrimidine